2-Bromo-1,4-dimethyl-7-oxo-5,6-diphenyl-bicyclo[2.2.1]hept-5-ene-2,3-dicarboxylic acid BrC1(C2(C(=C(C(C1C(=O)O)(C2=O)C)C2=CC=CC=C2)C2=CC=CC=C2)C)C(=O)O